C1(CC1)NC(=O)C1=NC(=C(C=C1)N1CCN(CC1)CC=1C(=C2NC(C(=NC2=CC1)C(F)F)=O)F)F N-cyclopropyl-5-(4-((2-(difluoromethyl)-5-fluoro-3-oxo-3,4-dihydroquinoxalin-6-yl)methyl)piperazin-1-yl)-6-fluoropyridineamide